4-chloro-2-cyclobutoxy-5-(5-methylisoxazol-4-yl)aniline ClC1=CC(=C(N)C=C1C=1C=NOC1C)OC1CCC1